cis-1-(2-chloro-4-{4-[4-(2,2,2-trifluoro-1-hydroxy-1-trifluoromethyl-ethyl)-benzyl]-piperazine-1-carbonyl}-phenyl)-3-(4-hydroxy-1,1-dioxo-tetrahydro-1λ6-thiophen-3-yl)urea ClC1=C(C=CC(=C1)C(=O)N1CCN(CC1)CC1=CC=C(C=C1)C(C(F)(F)F)(C(F)(F)F)O)NC(=O)N[C@@H]1CS(C[C@@H]1O)(=O)=O